FC(C(=O)O)(F)F.FC1=C(C=C(C=C1)NC(C=C)=O)NC1=NC(=NC=C1C=1C=C2C=CN(C2=CC1)C)NC=1C=NN(C1)C N-(4-fluoro-3-((5-(1-methyl-1H-indol-5-yl)-2-((1-methyl-1H-pyrazol-4-yl)amino)pyrimidin-4-yl)amino)phenyl)acrylamide trifluoroacetate